OCCN[C@H]1CCC2=C(C=CC=C12)C1=NOC(=N1)C=1C=CC(=C(C#N)C1)OC(C)C 5-(3-[(1S)-1-[(2-hydroxyethyl)amino]-2,3-dihydro-1H-Inden-4-yl]-1,2,4-oxadiazol-5-yl)-2-[(propan-2-yl)oxy]benzonitrile